N-isobutyl-5-(pyrazolo[1,5-a]pyrimidin-5-yl)-7H-pyrrolo[2,3-d]pyrimidin-2-amine C(C(C)C)NC=1N=CC2=C(N1)NC=C2C2=NC=1N(C=C2)N=CC1